4-[5-(3,5-dichloro-phenyl)-5-trifluoromethyl-4,5-dihydro-isoxazol-3-yl]-2-methyl-N-pyridin-2-ylmethyl-benzamide ClC=1C=C(C=C(C1)Cl)C1(CC(=NO1)C1=CC(=C(C(=O)NCC2=NC=CC=C2)C=C1)C)C(F)(F)F